7-chloro-3-ethyl-8-methylquinoline ClC1=CC=C2C=C(C=NC2=C1C)CC